Tungsten oxygen carbon [C].[O].[W]